C(C(=C)C)(=O)OCCC[Si](OCC)(CC)CC methacryloyloxypropyldiethylethoxysilane